4-(3-methoxybenzoyl)-1H-pyrrole-2-carboxylic acid COC=1C=C(C(=O)C=2C=C(NC2)C(=O)O)C=CC1